octane-8-carboxylic Acid CCCCCCCCC(=O)O